(S)-N-(4-(3-Aminopiperidin-1-yl)-5-(1-(2,2,2-trifluoroethyl)-1H-pyrazol-4-yl)pyridin-2-yl)-1-ethyl-1H-pyrazolo[3,4-b]pyridin-6-amine N[C@@H]1CN(CCC1)C1=CC(=NC=C1C=1C=NN(C1)CC(F)(F)F)NC1=CC=C2C(=N1)N(N=C2)CC